(3S)-3-[4-[(5-Bromo-2-Chlorophenyl)Methyl]Phenoxy]Tetrahydrofuran BrC=1C=CC(=C(C1)CC1=CC=C(O[C@@H]2COCC2)C=C1)Cl